(S)-2-(4-((6-oxo-5-(trifluoromethyl)-1-((2-(trimethylsilyl)ethoxy)methyl)-1,6-dihydropyridazin-4-yl)amino)pentyl)-6-(5-(trifluoromethyl)pyrimidin-2-yl)isoquinolin-1(2H)-one O=C1C(=C(C=NN1COCC[Si](C)(C)C)N[C@H](CCCN1C(C2=CC=C(C=C2C=C1)C1=NC=C(C=N1)C(F)(F)F)=O)C)C(F)(F)F